C1(CC1)CC1(CCC2(OCCO2)CC1)CCC(=O)O 3-(8-(Cyclopropylmethyl)-1,4-dioxaspiro[4.5]decan-8-yl)propanoic acid